4-((R)-7-(4-bromo-3-(trifluoromethyl)benzoyl)-2-(((R)-but-3-en-2-yl)amino)-6-methyl-4-oxo-5,6,7,8-tetrahydropyrido[3,4-d]pyrimidin-3(4H)-yl)-2-chloro-N-methylbenzamide BrC1=C(C=C(C(=O)N2CC=3N=C(N(C(C3C[C@H]2C)=O)C2=CC(=C(C(=O)NC)C=C2)Cl)N[C@H](C)C=C)C=C1)C(F)(F)F